OC12OC3=C(C1(C(C1=CC=CC=C12)=O)NC(C(=O)N(C)C)=O)C=CC(=C3)C(C)C N1-(4b-hydroxy-7-isopropyl-10-oxo-4b,10-dihydro-9bH-indeno[1,2-b]benzofuran-9b-yl)-N2,N2-dimethyl-oxalamide